((2r,7as)-2-fluoro-hexahydro-1H-pyrrolizin-7a-yl)methanol F[C@@H]1C[C@@]2(CCCN2C1)CO